CN1N=C(C(=C1)C=O)C(F)(F)F (1-methyl-3-(trifluoromethyl)-1H-pyrazol-4-yl)methanone